N-(5-cyclopentyl-1H-pyrazol-3-yl)-4-methylphthalazin-1-amine C1(CCCC1)C1=CC(=NN1)NC1=NN=C(C2=CC=CC=C12)C